Zinc (12-hydroxystearic acid) OC(CCCCCCCCCCC(=O)O)CCCCCC.[Zn]